1-[[5-[5-(trifluoromethyl)-1,2,4-oxadiazol-3-yl]-2-thienyl]methyl]pyrazole-4-carboxylic acid ethyl ester C(C)OC(=O)C=1C=NN(C1)CC=1SC(=CC1)C1=NOC(=N1)C(F)(F)F